C(CC)NC(O[C@@H]1C[C@@H](CC1)C1=CC(=NN1)NC(CC1=CN=C(O1)C)=O)=O (1S,3R)-3-(3-{[(2-methyl-1,3-oxazol-5-yl)acetyl]amino}-1H-pyrazol-5-yl)cyclopentyl propylcarbamate